4-(3-bromo-2,5-difluorophenyl)-1H-pyrazole BrC=1C(=C(C=C(C1)F)C=1C=NNC1)F